2-chloro-6-(3-(((1-(trifluoromethyl)cyclopropyl)methoxy)methyl)-1H-pyrazol-1-yl)nicotinic acid ClC1=C(C(=O)O)C=CC(=N1)N1N=C(C=C1)COCC1(CC1)C(F)(F)F